7-Chloro-6-(2-fluoro-6-methoxyphenyl)-2-[1-(prop-2-enoyl)pyrrolidin-3-yl]quinazolin ClC1=C(C=C2C=NC(=NC2=C1)C1CN(CC1)C(C=C)=O)C1=C(C=CC=C1OC)F